6-chloro-4-methoxy-N-[5-(thiophen-2-yl)-1,3,4-oxadiazol-2-yl]pyridine-3-carboxamide ClC1=CC(=C(C=N1)C(=O)NC=1OC(=NN1)C=1SC=CC1)OC